1-(3-fluoro-4-(methoxymethoxy)phenyl)-5-methyl-1H-1,2,3-triazole-4-carbaldehyde FC=1C=C(C=CC1OCOC)N1N=NC(=C1C)C=O